FC1(CCN(CC1)C1=C(C(=O)NC2=CC(=NC=C2)S(=O)(=O)NC(OC(C)(C)C)=O)C(=CC=N1)OC)F tert-butyl ((4-(2-(4,4-difluoropiperidin-1-yl)-4-methoxynicotinamido)pyridin-2-yl)sulfonyl)carbamate